Methyl (2E)-2-[2-[[(E)-[4-bromo-2-(trifluoromethyl)phenyl]methyleneamino]oxy-methyl]-3-methyl-phenyl]-2-methoxyimino-acetate BrC1=CC(=C(C=C1)\C=N\OCC1=C(C=CC=C1C)\C(\C(=O)OC)=N/OC)C(F)(F)F